[Si]=[Te] silicon-telluride